1-(3-amino-8-methoxyisoquinolin-5-yl)ethan-1-one NC=1N=CC2=C(C=CC(=C2C1)C(C)=O)OC